C(C)(C)(C)C=1C=C(C=C(C1O)C(C)(C)C)C(C(=O)[O-])(C)C1=CC(=C(C(=C1)C(C)(C)C)O)C(C)(C)C bis(3,5-di-t-butyl-4-hydroxyphenyl)propionate